C(C)(C)(C)C=1C=CC(=C(C1)S(=O)(=O)NC(=O)C=1OC2=C(C1)C(=CC(=C2)N2CC(C2)F)F)OCC N-(5-tert-butyl-2-ethoxybenzene-1-sulfonyl)-4-fluoro-6-(3-fluoroazetidin-1-yl)-1-benzofuran-2-carboxamide